CN1C2=C(C=CC1=O)N(C=C2C2=CC(=CC(=C2)OC2=CC=C(C=C2)C(F)(F)F)C)CCSC 4-methyl-3-{3-methyl-5-[4-(trifluoromethyl)phenoxy]-phenyl}-1-[2-(methylsulfanyl)ethyl]-1H,4H,5H-pyrrolo[3,2-b]pyridin-5-one